OC(C)C=1C=C(SC1)[S@](=O)(N)=NC(NC1=C2C(=NC3=C1CCC3)[C@@H](CC2)C)=O (S)-4-(1-hydroxyethyl)-N'-(((R)-3-methyl-1,2,3,5,6,7-hexahydrodicyclopenta[b,e]pyridin-8-yl)carbamoyl)thiophene-2-sulfonimidamide